C(C=C)OCC(C(=O)OCCCOC)=C methoxypropyl α-allyloxymethylacrylate